OC1=C(C(=O)N2CC(C2)NC(OC(C)(C)C)=O)C=CC=C1 tert-butyl (1-(2-hydroxybenzoyl)azetidin-3-yl)carbamate